C(C1=CC=CC=C1)(=O)NCC(C(=O)O)C1=CC=C(C=C1)C(=O)OC 3-benzoylamino-2-(4-(methoxycarbonyl)phenyl)propionic acid